O=C1OCC(O1)C#N 2-oxo-1,3-dioxolane-4-carbonitrile